NC=1C(=CC=C2CN(C(C12)=O)C1C(NC(CC1)=O)=O)CN 3-(7-amino-6-(aminomethyl)-1-oxoisoindolin-2-yl)piperidine-2,6-dione